OC1=C(C=CC(=C1)C(F)(F)F)C1=NN=C(C2=CC=CC=C12)OCCCCNC(C)=O N-[4-({4-[2-hydroxy-4-(trifluoromethyl)phenyl]phthalazin-1-yl}oxy)Butyl]acetamide